FC1=CC(=C(OC2=C(C(=O)NC3=CC(=CC=C3)S(N)(=O)=O)C=CC(=C2)C(C(F)(F)F)(F)F)C=C1)OC 2-(4-fluoro-2-methoxyphenoxy)-4-(perfluoroethyl)-N-(3-sulfamylphenyl)benzamide